decylthioethyl ether C(CCCCCCCCC)SCCOCCSCCCCCCCCCC